C(C)O[Si](CCC)(C(C=1C(OCC)=CC=CC1)=O)C(C=1C(OCC)=CC=CC1)=O ethoxybis(ethylsalicyloyl)propylsilane